COC=1C=C(C=NC1OC)C=1C=C2C(=NC=NC2=C(C1)C1=CC=C(OCC(=O)O)C=C1)C 2-(4-(6-(5,6-Dimethoxypyridin-3-yl)-4-methylquinazolin-8-yl)phenoxy)acetic acid